NC1=C(C=CC(=C1)Cl)CCNC(OC(C)(C)C)=O tert-butyl N-[2-(2-amino-4-chloro-phenyl)ethyl]carbamate